2,3,4,6-tetra-O-acetyl-α-D-mannopyranose carbamate (2,3,4,6-tetra-O-acetyl-α-D-mannopyranosyl-carbamate) C(C)(=O)O[C@@H]1[C@H](O[C@@H]([C@H]([C@@H]1OC(C)=O)OC(C)=O)COC(C)=O)NC(O)=O.C(N)(O)=O.C(C)(=O)O[C@@H]1[C@@H](O)O[C@@H]([C@H]([C@@H]1OC(C)=O)OC(C)=O)COC(C)=O